phenyl N-(4-chloro-1-tetrahydropyran-2-yl-indazol-5-yl)carbamate ClC1=C2C=NN(C2=CC=C1NC(OC1=CC=CC=C1)=O)C1OCCCC1